[Si]([O-])([O-])([O-])[O-].[Nb+5].[Ti+4] titanium-niobium silicate